BrC1=C(C(=O)NC=2N=NN(C2)C)C(=CN=C1)F 3-bromo-5-fluoro-N-(1-methyl-1H-1,2,3-triazol-4-yl)isonicotinamide